CN1C(N(CC1)[C@H]1CN(CCC1)C=1N=NC(=CN1)C(=O)N)=O 3-((R)-3-(3-methyl-2-oxoimidazolidine-1-yl)piperidin-1-yl)-1,2,4-triazine-6-carboxamide